CC1=NN2CCNC=3N=CN=C4C=CC1=C2C43 11-methyl-2,4,6,9,10-pentazatetracyclo[7.5.2.05,15.012,16]hexadecane-1(2),3,5(15),10,12(16),13-hexaene